FC(C1=C(C=NN1C)C1=NC(=NC=C1C(F)(F)F)NC1=C(C=C(C=C1)SCC)C)F 4-[5-(Difluoromethyl)-1-methyl-pyrazol-4-yl]-N-(4-ethylsulfanyl-2-methyl-phenyl)-5-(trifluoromethyl)pyrimidin-2-amine